COC=1C=C2C(=CC(=NC2=CC1)C(=O)O)C(=O)O 6-methoxyquinoline-2,4-dicarboxylic acid